CNC1=CC(=CC(=C1)C1=NN(C=N1)C)N N1-methyl-5-(1-methyl-1H-1,2,4-triazol-3-yl)benzene-1,3-diamine